(S)-4-(3-((difluoromethyl)sulfonyl)-5,5-difluoro-4-hydroxy-4,5,6,7-tetrahydro-1H-indole-1-yl)-2-(trifluoromethyl)benzonitrile FC(S(=O)(=O)C1=CN(C=2CCC([C@H](C12)O)(F)F)C1=CC(=C(C#N)C=C1)C(F)(F)F)F